C(=O)C=1C=C(CO[C@@H](C(=O)N[C@@H](C)C2=CC=C(C(=O)OC)C=C2)C(C)C)C=CC1 methyl 4-((S)-1-((R)-2-((3-formylbenzyl)oxy)-3-methylbutanamido)ethyl)benzoate